N-(2-fluorophenyl)-2-(3-ethyl-[1,2,4]triazolo[4,3-a]pyridin-6-yl)-6-(1-methyl-1H-pyrazol-4-yl)imidazo[1,2-a]pyrazin-3-amine FC1=C(C=CC=C1)NC1=C(N=C2N1C=C(N=C2)C=2C=NN(C2)C)C=2C=CC=1N(C2)C(=NN1)CC